C(=C)C1OCC2(CO1)COC(OC2)C=C 3,9-divinyl-2,4,8,10-tetroxaspiro[5.5]undecane